CN(C(C(CC)(C)C)=O)CC=1SC=CC1C N,2,2-trimethyl-N-((3-methylthiophen-2-yl)methyl)butanamide